4-(4-methyl-9-(1-methyl-1H-pyrrol-3-yl)-8-(4-((4-(methylsulfonyl)piperidin-1-yl)methyl)phenyl)-3-oxo-1,3,4,7-tetrahydro-2H-pyrrolo[3',2':5,6]pyrido[3,4-d]pyrimidin-2-yl)benzoic acid CN1C(N(CC2=C1C=NC1=C2C(=C(N1)C1=CC=C(C=C1)CN1CCC(CC1)S(=O)(=O)C)C1=CN(C=C1)C)C1=CC=C(C(=O)O)C=C1)=O